N[C@H](C(=O)N[C@H](C(=O)OC)C[C@H]1C(NCC1)=O)CC(C)(C)C methyl (2S)-2-[[(2S)-2-amino-4,4-dimethyl pentanoyl]amino]-3-[(3S)-2-oxopyrrolidin-3-yl]propanoate